C(CCCCCCCCCCCCCCCCC)(=O)OCCCCCCC(C)C isononyl stearate